methyl-(2-methylamino-ethyl)-carbamic acid tert-butyl ester C(C)(C)(C)OC(N(CCNC)C)=O